N-[4-[(2-chloro-5-fluoro-pyrimidin-4-yl)amino]phenyl]-2-fluoro-benzamide ClC1=NC=C(C(=N1)NC1=CC=C(C=C1)NC(C1=C(C=CC=C1)F)=O)F